ClC(N(C)C)=[N+](C)C [chloro(dimethylamino)-methylene]-dimethyl-ammonium